4-[3-{2-(6-hydroxybenzo[1,3]dioxol-5-yl)-2H-benzotriazol-5-yl}propanoyloxy]butyl acrylate C(C=C)(=O)OCCCCOC(CCC1=CC=2C(=NN(N2)C2=CC3=C(OCO3)C=C2O)C=C1)=O